tert-butyl N-[(1r,4r)-4-[2-(3-[6-amino-5-cyano-4-isopropyl-3-methyl-1H-pyrano[2,3-c]pyrazol-4-yl]-5-(hydroxymethyl)phenyl)ethynyl]cyclohexyl]carbamate hydrochloride Cl.NC1=C([C@](C2=C(NN=C2C)O1)(C(C)C)C=1C=C(C=C(C1)CO)C#CC1CCC(CC1)NC(OC(C)(C)C)=O)C#N